(R)-N-((3-chloro-4-((4-(dimethylamino)-1-((4-fluorophenyl)thio)butan-2-yl)amino)-5-fluorophenyl)sulfonyl)-1-methoxycycloheptane-1-carboxamide ClC=1C=C(C=C(C1N[C@@H](CSC1=CC=C(C=C1)F)CCN(C)C)F)S(=O)(=O)NC(=O)C1(CCCCCC1)OC